C(CCCCCCC\C=C/C\C=C/CCCCC)(=O)O.C(CCCCCCC\C=C/C\C=C/CCCCC)(=O)O.FO fluoro alcohol dilinoleate